18-hydroxyoctadecyl linoleate C(CCCCCCC\C=C/C\C=C/CCCCC)(=O)OCCCCCCCCCCCCCCCCCCO